{3-[Bis(3-aminopropyl)amino]propyl}dimethylamine NCCCN(CCCN(C)C)CCCN